N-(5,6-Dimethoxy-benzothiazol-2-yl)-2-(3-ethanesulfonyl-phenyl)-2-(4-methoxy-phenoxy)-acetamide COC=1C(=CC2=C(N=C(S2)NC(C(OC2=CC=C(C=C2)OC)C2=CC(=CC=C2)S(=O)(=O)CC)=O)C1)OC